C1(=CC=CC=C1)C1=C(C=CC=C1)C=1C(=CC=CC1)C1=CC=CC=C1 (phenyl)(Terphenyl)